[O-][N+]1=C2C(=CC=C1)C=NN2 7-Oxido-1H-pyrazolo[3,4-b]pyridin-7-ium